2-(2-Chlorophenyl)-N-(2-methylmercaptoethylcarbamoyl)-2-[4-(trifluoromethyl)-2-pyridyl]acetamide ClC1=C(C=CC=C1)C(C(=O)NC(NCCSC)=O)C1=NC=CC(=C1)C(F)(F)F